C=C1CC(CC(C1)(C)C)=O 3-methylene-5,5-dimethylcyclohexanone